C(C1=CC=CC=C1)OC(=O)N(C1C2(CC2C(C1)=O)C(=O)OC)C methyl 2-(((benzyloxy)carbonyl)(methyl)amino)-4-oxobicyclo[3.1.0]hexane-1-carboxylate